O=C1NC(CCC1NC(=O)C1CCC2=CC=CC=C12)=O (-)-N-(2,6-dioxopiperidin-3-yl)-2,3-dihydro-1H-indene-1-carboxamide